C(C)(C)(C)OC(=O)N1[C@@H](C[C@@H](C1)F)C(=O)O (2S,4S)-1-(tert-butoxy-carbonyl)-4-fluoro-pyrrolidine-2-carboxylic acid